ethyl (2E)-4-methoxybut-2-enoate COC/C=C/C(=O)OCC